C(C)(C)(C)OC(=O)N1C(=CC=C1)B(O)O (1-Tert-butoxycarbonylpyrrol-2-yl)boronic acid